tert-butyl 4-(5-carbamoyl-4-((2-(methylsulfonyl)phenyl)amino)pyrimidin-2-yl)-1,4-diazepane-1-carboxylate C(N)(=O)C=1C(=NC(=NC1)N1CCN(CCC1)C(=O)OC(C)(C)C)NC1=C(C=CC=C1)S(=O)(=O)C